undecanoyl-sn-glycero-3-phosphocholine C(CCCCCCCCCC)(=O)C(OP(OC[C@@H](CO)O)(=O)[O-])C[N+](C)(C)C